NC1=CC=C(C2=CC=CC=C12)C(=O)O 4-amino-naphthalene-1-carboxylic acid